FCC(CF)NC(=O)N1CC2(CC2)[C@@H]([C@@H]1CC=1C(=C(C=CC1)C1=CC=CC=C1)F)NS(=O)(=O)CF (6S,7S)-N-(1,3-difluoropropan-2-yl)-6-((2-fluoro-[1,1'-biphenyl]-3-yl)methyl)-7-((fluoromethyl)sulfonamido)-5-azaspiro[2.4]heptane-5-carboxamide